N(=[N+]=[N-])[C@H]1[C@H](N(CC1)C1=NC(=CC(=C1C#N)C(F)(F)F)C)C(=O)N(C)C1=NC=C(C=C1)F (2S,3R)-3-azido-1-(3-cyano-6-methyl-4-(trifluoromethyl)pyridin-2-yl)-N-(5-fluoropyridin-2-yl)-N-methylpyrrolidine-2-carboxamide